BrC1=C(C=C(C=C1)[C@H](C)NC(=O)[C@H]1N(C[C@@H](C1)O)C([C@H](C(C)(C)C)NC(OC(C)(C)C)=O)=O)F Tert-butyl ((S)-1-((2S,4R)-2-(((S)-1-(4-bromo-3-fluorophenyl)ethyl)carbamoyl)-4-hydroxypyrrolidin-1-yl)-3,3-dimethyl-1-oxobutan-2-yl)carbamate